BrC=1C=CC=2N(C1)C=C(N2)NC(CN2CCN(CC2)C(=O)OC(C)(C)C)=O tert-butyl 4-(2-((6-bromoimidazo[1,2-a]pyridin-2-yl)amino)-2-oxoethyl)piperazine-1-carboxylate